O1CC(C1)N1N=C2C(=C1)COC=1C(=CC=CC12)NC(OC(C)(C)C)=O tert-butyl (2-(oxetan-3-yl)-2,4-dihydrochromeno[4,3-c]pyrazol-6-yl)carbamate